CC(CC1=CC(=CC=C1)OCCN1CC2(C1)CN(CC2)C)N methyl-2-{3-[2-(6-methyl-2,6-diazaspiro[3.4]octan-2-yl)ethoxy]phenyl}ethan-1-amine